C1OCCN2C1CN(CC2)C(=O)N 3,4,6,7,9,9a-hexahydro-1H-pyrazino[2,1-c][1,4]oxazine-8-carboxamide